C(C)(C)(C)C1=CC=C(C(=O)NC2=CC(C(C2)C)F)C=C1 N-4-tert-butylbenzoyl-3-fluoro-4-methylcyclopentenamine